COC1=C2C=C(NC2=CC=C1)C(=O)N1CC2(CC1C(=O)N[C@H](C(=O)OC)C[C@H]1C(NCC1)=O)CCOCC2 methyl (2S)-2-[[2-(4-methoxy-1H-indole-2-carbonyl)-8-oxa-2-azaspiro[4.5]decane-3-carbonyl]amino]-3-[(3S)-2-oxopyrrolidin-3-yl]propanoate